4-chloro-5-(4-chloro-3-(neopentyloxy)phenyl)pyrimidin-2-amine ClC1=NC(=NC=C1C1=CC(=C(C=C1)Cl)OCC(C)(C)C)N